C12CC(CC(CC1)O2)C=2N=C1N(C=C(C(=C1)OC(C)C)C(=O)NC1=NC(=CC=C1)OC)C2 2-(8-oxabicyclo[3.2.1]octan-3-yl)-7-isopropoxy-N-(6-methoxypyridin-2-yl)imidazo[1,2-a]pyridine-6-carboxamide